C(=O)C=1C=C(/C=C/C2=CC=C(C=C2)OC(=O)N2CCCC2)C=C(C1O)OC (E)-4-(3-formyl-4-hydroxy-5-methoxystyryl)phenylpyrrolidine-1-carboxylate